(1S,3s)-3-(4-methyl-4H-1,2,4-triazol-3-yl)-3-(3-(6-(((1-methylcyclobutyl)amino)methyl)-1-oxo-4-(trifluoromethyl)isoindolin-2-yl)phenyl)cyclobutanecarbonitrile CN1C(=NN=C1)C1(CC(C1)C#N)C1=CC(=CC=C1)N1C(C2=CC(=CC(=C2C1)C(F)(F)F)CNC1(CCC1)C)=O